O=C1COCCN1C1=NC=CC(=C1)B(O)O (2-(3-oxomorpholino)pyridin-4-yl)boronic acid